FC=1C=C(CCC2=CC(=CC(=N2)N)C)C=C(C1)CC[C@H]1NC[C@H](C1)F 6-(3-fluoro-5-(2-((2R,4S)-4-fluoropyrrolidin-2-yl)ethyl)phenethyl)-4-methylpyridin-2-amine